N-methyl-N-tetradecyl-anilinium [tetrakis(perfluorophenyl) borate] FC1=C(C(=C(C(=C1F)F)F)F)[B-](C1=C(C(=C(C(=C1F)F)F)F)F)(C1=C(C(=C(C(=C1F)F)F)F)F)C1=C(C(=C(C(=C1F)F)F)F)F.C[NH+](C1=CC=CC=C1)CCCCCCCCCCCCCC